4-(dimethoxymethyl)-1-(2-fluoro-4-nitro-phenyl)piperidine COC(C1CCN(CC1)C1=C(C=C(C=C1)[N+](=O)[O-])F)OC